2-[[4-chloranyl-2-methyl-6-(phenylmethoxy)pyrimidin-5-yl]methyl-methyl-amino]ethanol ClC1=NC(=NC(=C1CN(CCO)C)OCC1=CC=CC=C1)C